6-amino-2'-fluoro-N-[(1S,2S)-2-{[4-(4,4,5,5-tetramethyl-1,3,2-dioxaborolan-2-yl)phenyl]methoxy}cyclopentyl][3,3'-bipyridine]-5-carboxamide NC1=C(C=C(C=N1)C=1C(=NC=CC1)F)C(=O)N[C@@H]1[C@H](CCC1)OCC1=CC=C(C=C1)B1OC(C(O1)(C)C)(C)C